N-((4-Fluorophenyl)(2-oxooxazolidin-3-yl)(((3,5-bis(trifluoromethyl)phenyl)carbamoyl)imino)-λ6-sulfaneylidene)-4-nitrobenzenesulfonamide FC1=CC=C(C=C1)S(=NS(=O)(=O)C1=CC=C(C=C1)[N+](=O)[O-])(=NC(NC1=CC(=CC(=C1)C(F)(F)F)C(F)(F)F)=O)N1C(OCC1)=O